tert-butyl N-[2-[2-[2-[2-(2-aminoethoxy)ethoxy]ethoxy]ethoxy]ethyl]-N-methyl-carbamate NCCOCCOCCOCCOCCN(C(OC(C)(C)C)=O)C